2-(2,5-dimethyl-1H-pyrrol-1-yl)-6-fluoro-7-(4,4,5,5-tetramethyl-1,3,2-dioxaborolan-2-yl)-[1,2,4]triazolo[1,5-a]pyridine CC=1N(C(=CC1)C)C1=NN2C(C=C(C(=C2)F)B2OC(C(O2)(C)C)(C)C)=N1